COC(=O)C1=NC=C(C=C1[N+](=O)[O-])C(F)(F)F 3-nitro-5-(trifluoromethyl)pyridine-2-carboxylic acid methyl ester